CC1C=CC=CC1 methyl-6H-benzol